3-(3-(o-methylphenyl)acryloyl)oxazolidin-2-one CC1=C(C=CC=C1)C=CC(=O)N1C(OCC1)=O